titanium bis(triethanolamine) di-n-butoxide [O-]CCCC.[O-]CCCC.N(CCO)(CCO)CCO.N(CCO)(CCO)CCO.[Ti+2]